(-)-3-(2-chloro-3-methylanilino)-2-{3-[(2-methyloxetan-2-yl)methoxy]pyridin-4-yl}-1,5,6,7-tetrahydro-4H-pyrrolo[3,2-c]pyridin-4-one ClC1=C(NC2=C(NC3=C2C(NCC3)=O)C3=C(C=NC=C3)OCC3(OCC3)C)C=CC=C1C